C(C)(C)(C)[Si](OC(CN)(C)C)(C1=CC=CC=C1)C1=CC=CC=C1 2-[tert-butyl-(diphenyl)silyl]Oxy-2-methyl-propan-1-amine